NC(C(=O)NC=1C=NC(=CC1)C1=NC2=C(N1[C@@H](C)C1=CC=C(C=C1)C)C=C(C=C2)C)C2=CC=C(C=C2)S(=O)(=O)CC 2-amino-2-(4-(ethylsulfonyl)phenyl)-N-(6-(6-methyl-1-((S)-1-(p-tolyl)ethyl)-1H-benzo[d]imidazol-2-yl)pyridin-3-yl)acetamide